3-fluoro-5-(2-(9-(methyl(7H-pyrrolo[2,3-d]pyrimidin-4-yl)amino)-3-azaspiro[5.5]undecan-3-yl)-2-oxoethoxy)benzonitrile FC=1C=C(C#N)C=C(C1)OCC(=O)N1CCC2(CC1)CCC(CC2)N(C=2C1=C(N=CN2)NC=C1)C